BrC=1C=C2C(=NC=NC2=C(C1)Br)NC(C)C1=NC=CN=C1N1N=CC=N1 6,8-dibromo-N-[1-[3-(triazol-2-yl)pyrazin-2-yl]ethyl]quinazolin-4-amine